(R and S)-6-bromo-2-((2,2-difluorocyclopropyl)methoxy)-7-iodoquinazoline BrC=1C=C2C=NC(=NC2=CC1I)OC[C@@H]1C(C1)(F)F |r|